CN1C=CC=2C1=C(N=NC2N[C@H]2CN(CCC2)C)C2=C(C=CC=C2)O (R)-2-(1-methyl-4-((1-methylpiperidin-3-yl)amino)-1H-pyrrolo[2,3-d]pyridazin-7-yl)phenol